C(C)(=O)NC=1C(=CC(=C(OC=2C(NC=CC2)=O)C1)Cl)F 3-(5-acetamido-2-chloro-4-fluorophenoxy)-2(1H)-pyridone